CN(CCN1N=CC(=C1)C1=NC=CC(=C1)OC=1C=NC(=CC1)[N+](=O)[O-])C N,N-dimethyl-2-(4-(4-((6-nitropyridin-3-yl)oxy)pyridin-2-yl)-1H-pyrazol-1-yl)ethan-1-amine